C(C1=CC=CC=C1)OC1CN(C1)S(=O)(=O)Cl 3-(benzyloxy)azetidine-1-sulfonyl chloride